4-Bromo-2-(3-oxa-8-azabicyclo[3.2.1]octan-8-yl)benzoic acid BrC1=CC(=C(C(=O)O)C=C1)N1C2COCC1CC2